C(C)(=O)N1C[C@H](CC[C@H]1C)N(C(=O)NCC=1NC2=CC=C(C=C2C1)Cl)C 1-((3S,6R)-1-acetyl-6-methylpiperidin-3-yl)-3-((5-chloro-1H-indol-2-yl)methyl)-1-methylurea